N=1C=C(N2C1C=NC=C2)C=2C=CC(=C(C2)O)C=2N=NC(=CC2)N(C2CC(NC(C2)(C)C)(C)C)C 5-(imidazo[1,2-a]pyrazin-3-yl)-2-(6-(methyl(2,2,6,6-tetramethylpiperidin-4-yl)amino)pyridazin-3-yl)phenol